(R)-8-(4-(6-((1-(3-fluorophenyl)piperidin-3-yl)amino)pyrimidin-4-yl)piperazin-1-yl)octanoic acid FC=1C=C(C=CC1)N1C[C@@H](CCC1)NC1=CC(=NC=N1)N1CCN(CC1)CCCCCCCC(=O)O